(S)-2-(4-oxopyrrolo[1,2-d][1,2,4]triazin-3(4H)yl)-N-(1-(pyridin-3-yl)ethyl)acetamide O=C1N(N=CC=2N1C=CC2)CC(=O)N[C@@H](C)C=2C=NC=CC2